1-((4-(trifluoromethyl)phenyl)sulfonyl)piperazine (S)-tert-Butyl-(1-(3-(4-((5-chloro-3-fluoropyridin-2-yl)oxy)phenyl)-1,2,4-oxadiazol-5-yl)-3-hydroxypropan-2-yl)carbamate C(C)(C)(C)N(C(O)=O)[C@@H](CC1=NC(=NO1)C1=CC=C(C=C1)OC1=NC=C(C=C1F)Cl)CO.FC(C1=CC=C(C=C1)S(=O)(=O)N1CCNCC1)(F)F